C(C)(=O)[O-].C(CCCCCCCCCCC)[N+](C)(C)CCO mono-dodecyl-hydroxyethyl-dimethyl-ammonium acetate